1,3-bis(1-adamantyl)imidazolium 2-ethylhexanoate C(C)C(C(=O)[O-])CCCC.C12(CC3CC(CC(C1)C3)C2)N2C=[N+](C=C2)C23CC1CC(CC(C2)C1)C3